FC1=C2CCC(C2=CC=C1)C(C(=O)N)=CC1=CC=C2C=NNC2=C1 (4-fluoro-2,3-dihydro-1H-inden-1-yl)-3-(1H-indazol-6-yl)acrylamide